CC1=NOC2=NC(=CC=C21)C(=O)NC=2C=CC=1N(C2)C=C(N1)C1N(CCC1)C 3-methyl-N-[2-(1-methylpyrrolidin-2-yl)imidazo[1,2-a]pyridin-6-yl]-[1,2]oxazolo[5,4-b]pyridine-6-carboxamide